2-hydroxy-5-nitro-6-trifluoromethylpyridine OC1=NC(=C(C=C1)[N+](=O)[O-])C(F)(F)F